2,6-Difluoro-5-(piperazin-1-yl)-2,3-dihydro-1,4-benzodioxine FC1COC2=C(O1)C=CC(=C2N2CCNCC2)F